1-(4-chlorophenoxy)-3-fluoro-5-nitrobenzene ClC1=CC=C(OC2=CC(=CC(=C2)[N+](=O)[O-])F)C=C1